2,3-dibromophenylacetylene BrC1=C(C=CC=C1Br)C#C